N-[1-(5-bromo-2-pyrimidin-2-yl-1,2,4-triazol-3-yl)ethyl]-2-(1-cyanocyclopropyl)-6-(trifluoromethyl)pyridine-4-carboxamide BrC=1N=C(N(N1)C1=NC=CC=N1)C(C)NC(=O)C1=CC(=NC(=C1)C(F)(F)F)C1(CC1)C#N